4-(isobutylamino)-3-hexen-2-one C(C(C)C)NC(=CC(C)=O)CC